FC(C)(F)C1=NC=CC(=N1)NC1=CC(=NC=C1C1=NC(=C(N=C1)OC)OC)NC(C)=O N-(4-((2-(1,1-difluoroethyl)pyrimidin-4-yl)amino)-5-(5,6-dimethoxypyrazin-2-yl)pyridin-2-yl)acetamide